CC1[C@H]2[C@@H](N([C@@H](CN1C(C)C1=CC=CC=C1)C2)C(=O)OC)C(=O)OC dimethyl (1S,5R,7R)-2-methyl-3-(1-phenylethyl)-3,6-diazabicyclo[3.2.1]octane-6,7-dicarboxylate